tert-butyl (7-(chloromethyl)-2-phenyl-2H-indazol-3-yl)carbamate ClCC1=CC=CC2=C(N(N=C12)C1=CC=CC=C1)NC(OC(C)(C)C)=O